CN1CCC(CC1)OC1=CC(=NC(=C1)NC=1SC(=CN1)C)NC1CN(CCC1)C(C#C)=O 1-(3-((4-((1-methylpiperidin-4-yl)oxy)-6-((5-methylthiazol-2-yl)amino)pyridin-2-yl)amino)piperidin-1-yl)prop-2-yn-1-one